C(C)(=O)N1C(CCC2=CC(=CC=C12)C1=CC=C(C=C1)C(CN1CCN(CC1)C(=O)OC(C)(C)C)=O)C tert-Butyl 4-(2-(4-(1-acetyl-2-methyl-1,2,3,4-tetrahydroquinolin-6-yl)phenyl)-2-oxoethyl)piperazine-1-carboxylate